ClC1=CC(N(C=C1)C(C)C1=CN=C(S1)C1=NC(=CN=C1)N1CCCC1)=O 4-chloro-1-(1-(2-(6-(pyrrolidin-1-yl)pyrazin-2-yl)thiazol-5-yl)ethyl)pyridin-2(1H)-one